cyclohexyl (1-(3-ethyl-2,6-dioxo-1-propyl-8-(1-(3-(trifluoromethyl)benzyl)-1H-pyrazol-4-yl)-1,2,3,6-tetrahydro-7H-purin-7-yl)propyl) carbonate C(OC1CCCCC1)(OC(CC)N1C(=NC=2N(C(N(C(C12)=O)CCC)=O)CC)C=1C=NN(C1)CC1=CC(=CC=C1)C(F)(F)F)=O